2-methoxy-N-[4-(4-methyl-3-pyridyl)thiazol-2-yl]pyrimidine-5-carboxamide COC1=NC=C(C=N1)C(=O)NC=1SC=C(N1)C=1C=NC=CC1C